N-(6-cyano-1-cyclobutyl-3,4-difluoro-1H-indol-2-yl)-3,3-dimethylbutyramide C(#N)C1=CC(=C2C(=C(N(C2=C1)C1CCC1)NC(CC(C)(C)C)=O)F)F